1-(8-fluoro-7-(8-fluoronaphthalen-1-yl)-2-((tetrahydro-1H-pyrrolizin-7a(5H)-yl)methoxy)pyrido[4,3-d]pyrimidin-4-yl)piperidin-3-yl sulfamate S(N)(OC1CN(CCC1)C=1C2=C(N=C(N1)OCC13CCCN3CCC1)C(=C(N=C2)C2=CC=CC1=CC=CC(=C21)F)F)(=O)=O